1-{2-[3-(difluoromethyl)-1H-pyrazol-1-yl]acetyl}-4-fluoro-N-{[6-fluoro-5-(propan-2-yl)pyridin-2-yl](phenyl)methyl}pyrrolidine-2-carboxamide FC(C1=NN(C=C1)CC(=O)N1C(CC(C1)F)C(=O)NC(C1=CC=CC=C1)C1=NC(=C(C=C1)C(C)C)F)F